cobalt copper phosphorus dioxide [P](=O)=O.[Cu].[Co]